4-(3-(4-methoxybenzyl)-4-oxo-3,4-dihydrophthalazin-1-yl)piperidin COC1=CC=C(CN2N=C(C3=CC=CC=C3C2=O)C2CCNCC2)C=C1